[Si](C1=CC=CC=C1)(C1=CC=CC=C1)(C(C)(C)C)OC[C@H](CC(=O)OCC)C=C (R)-ethyl 3-(((tert-butyldiphenylsilyl)oxy)methyl)pent-4-enoate